1-Methyl-3-(3-(1-methyl-1H-indazol-4-yl)phenyl)azetidin-3-ol Benzyl-2-(3-bromophenyl)-7-((2-ethoxy-2-oxoethyl)thio)-2,6,6-trimethylheptanoate C(C1=CC=CC=C1)C(C(C(=O)OC1(CN(C1)C)C1=CC(=CC=C1)C1=C2C=NN(C2=CC=C1)C)(C)C1=CC(=CC=C1)Br)CCC(CSCC(=O)OCC)(C)C